O=C1CC2(CC1C2)C(=O)O 3-oxobicyclo[2.1.1]hexane-1-carboxylic acid